(R)-3-phenyl-1,4-dioxaspiro[4.5]decan-2-one C1(=CC=CC=C1)[C@@H]1C(OC2(O1)CCCCC2)=O